C(C1=CC=CC=C1)N1CCC(CC1)CCNC(CC[C@H](NC(=O)C1=NC2=CC=CC=C2C=C1)C(=O)OCC)=O Ethyl N5-(2-(1-benzylpiperidin-4-yl)ethyl)-N2-(quinoline-2-carbonyl)-L-glutaminate